NCCNC1=CC(=C(C(=C1)F)N1C(N(C=2N=CC(=CC2C=2C=CC(=CC12)Cl)C)CC)=O)F 10-{4-[(2-aminoethyl)amino]-2,6-difluorophenyl}-13-chloro-8-ethyl-4-methyl-6,8,10-triazatricyclo[9.4.0.02,7]pentadeca-1(11),2(7),3,5,12,14-hexaen-9-one